C(=O)([O-])OC(=O)[O-] Dicarbonat